C(C)(C)(C)C=1C=C(CCCC(=O)OCCOCCOCCOC(CCCC2=CC(=C(C(=C2)C)O)C(C)(C)C)=O)C=C(C1O)C triethylene glycol-bis[3-(3-tert-butyl-4-hydroxy-5-methylbenzyl) propionate]